N1N=CC(=C1)C1=CNC2=C(C=CC=C12)NC(=O)C1CNCC2=CC=CC=C12 N-(3-(1H-pyrazol-4-yl)-1H-indol-7-yl)-1,2,3,4-tetrahydroisoquinoline-4-carboxamide